neononanoic acid glycidyl ester C(C1CO1)OC(CCCCC(C)(C)C)=O